[C@]12(C(=O)CC(CC1)C2(C)C)CS(=O)(=O)O.F[C@H]2C[C@H](CNC2)N2C(CCCC2)=O (3'R,5'S)-5'-Fluoro[1,3'-bipiperidin]-2-one, (1S)-(+)-10-camphorsulfonic acid salt